ClC1=CC(=C(C=C1)C1(OC2=C(O1)C=CC=C2C2CCN(CC2)CC=2N(C(=CN2)C=O)CC2=CN=CN2CC)C)F 2-((4-(2-(4-chloro-2-fluorophenyl)-2-methylbenzo[d][1,3]dioxol-4-yl)piperidin-1-yl)methyl)-1-((1-ethyl-1H-imidazol-5-yl)methyl)-1H-imidazole-5-carbaldehyde